(3S,3aS,6aR)-N-[cinnolin-4-yl(cyano)methyl]-2-[(2S)-3-methyl-2-[(2,2,2-trifluoroacetyl)amino]butanoyl]-3,3a,4,5,6,6a-hexahydro-1H-cyclopenta[c]pyrrole-3-carboxamide N1=NC=C(C2=CC=CC=C12)C(NC(=O)[C@@H]1[C@@H]2[C@H](CN1C([C@H](C(C)C)NC(C(F)(F)F)=O)=O)CCC2)C#N